NC1=C(C(=NC=N1)NC1=CC=C(C=C1)CC(=O)N(C)OC)C1=CC=C(C=C1)OC1=CC=CC=C1 (4-(6-Amino-5-(4-phenoxyphenyl)-pyrimidin-4-ylamino)-phenyl)-N-methoxy-N-methyl-acetamide